(1RS,4SR)-4-aminocyclopent-2-ene-1-carboxylic acid methyl ester hydrochloride Cl.COC(=O)[C@H]1C=C[C@H](C1)N |r|